Cl.NCC(C1=CSC=C1)NC1=NC(=CC=C1C(=O)O)N1C=NC2=C1C=C(C(=C2)OC)OC 2-[[2-amino-1-(3-thienyl)ethyl]amino]-6-(5,6-dimethoxybenzimidazol-1-yl)pyridine-3-carboxylic acid hydrochloride